FC1=C([O-])C=CC=C1 fluorophenoxide